CC1=CC=C(C=C1)S(=O)(=O)OCCOCCOCCOCCOC1=CC=C(C=C1)OC1=C(C=CC2=CC(=CC=C12)OCC1=CC=CC=C1)C1=CC=C(C=C1)S(=O)(=O)C 2-(2-(2-(2-(4-((6-(benzyl Oxy)-2-(4-(methylsulfonyl)phenyl)naphthalen-1-yl)oxy)phenoxy)ethoxy)ethoxy)ethoxy)ethyl 4-methylbenzeneSulfonate